2,6-diisopropyl-4-acridineamine C(C)(C)C1=CC2=CC3=CC=C(C=C3N=C2C(=C1)N)C(C)C